1-(4-(3,4-dichlorophenyl)-5-(propylthio)thiazol-2-yl)-3-methyl-4-(2-nitrobenzyl)-1H-pyrazole-5-carboxylic acid ClC=1C=C(C=CC1Cl)C=1N=C(SC1SCCC)N1N=C(C(=C1C(=O)O)CC1=C(C=CC=C1)[N+](=O)[O-])C